5-chloro-6-fluoro-1-(p-tolylsulfonyl)pyrrolo[2,3-b]pyridine ClC=1C=C2C(=NC1F)N(C=C2)S(=O)(=O)C2=CC=C(C=C2)C